((2R,3S,4R,5R)-5-(4-aminopyrrolo[2,1-f][1,2,4]triazin-7-yl)-5-cyano-3,4-dihydroxytetrahydrofuran-2-yl)methyl (4-methoxyphenethyl) carbonate C(OC[C@H]1O[C@@]([C@@H]([C@@H]1O)O)(C#N)C1=CC=C2C(=NC=NN21)N)(OCCC2=CC=C(C=C2)OC)=O